(1S,2R,3S,4R)-4-(2-(5-fluoropyridin-3-yl)-6-(((4-methylpyridin-2-yl)methyl)-amino)-9H-purin-9-yl)-2,3-dihydroxyl-N-methylcyclopentaneformamide FC=1C=C(C=NC1)C1=NC(=C2N=CN(C2=N1)[C@H]1[C@@H]([C@@H]([C@H](C1)C(=O)NC)O)O)NCC1=NC=CC(=C1)C